FC1(CN(CC1)C1=NC=CC(=C1NC(C1=CC=C(C=C1)OC)=O)C1=NN(C=C1)C1OCCCC1)F N-(2-(3,3-difluoropyrrolidin-1-yl)-4-(1-(tetrahydro-2H-pyran-2-yl)-1H-pyrazol-3-yl)pyridin-3-yl)-4-methoxybenzamide